stannum diiodide [Sn](I)I